N-lauroyl-dodecylamine C(CCCCCCCCCCC)(=O)NCCCCCCCCCCCC